C(C)N1CC(C1)[C@H](C)NC(=O)C1=CC2=CC=CC(=C2C=C1)C1=CC=C(C=C1)C(F)(F)F N-[(1S)-1-(1-Ethylazetidin-3-yl)ethyl]-5-[4-(trifluoromethyl)phenyl]naphthalene-2-carboxamide